1,2,4-tribromobutanol BrC(C(CCBr)Br)O